Butyl-L-alanine C(CCC)N[C@@H](C)C(=O)O